Methyl 2-(6-oxo-5-(5-phenoxythiophene-2-carboxamido)-2-phenylpyrimidin-1(6H)-yl)acetate O=C1C(=CN=C(N1CC(=O)OC)C1=CC=CC=C1)NC(=O)C=1SC(=CC1)OC1=CC=CC=C1